N-(1,2,3,4-Tetrahydroisoquinolin-6-yl)acetamide hydrochloride Cl.C1NCCC2=CC(=CC=C12)NC(C)=O